C(C)(C)C1=CC=C(C=C1)N1CN(N(C1)C1=CC=CC=C1)C1=CC=CC=C1 4-(4-isopropylphenyl)-1,2-diphenyl-1,2,4-triazolidine